N(=[N+]=[N-])CCCN(\N=N\N(C)CCCN=[N+]=[N-])C (E)-1,4-bis(3-azidopropyl)-1,4-dimethyltetrazene